(3S)-11-(5-chloro-2,4-difluorophenyl)-8-((3S,5R)-3,5-dimethylpiperazin-1-yl)-3-ethoxy-10-(trifluoromethyl)-3,4-dihydro-2H,6H-[1,4]thiazepino[2,3,4-ij]quinazolin-6-one ClC=1C(=CC(=C(C1)C1=C(C=C2C(=NC(N3C2=C1SC[C@H](C3)OCC)=O)N3C[C@@H](N[C@@H](C3)C)C)C(F)(F)F)F)F